N-(2,4-dimethyl-1-phenylpentan-2-yl)-5,6,7,8-tetrahydroquinoline-3-carboxamide CC(CC1=CC=CC=C1)(CC(C)C)NC(=O)C=1C=NC=2CCCCC2C1